FC1=CC=C(C=C1)[C@@H](C)NC=1N=NC(=CN1)C=1C=CC2=C(N(C(O2)=O)C)C1 (R)-5-(3-((1-(4-fluorophenyl)ethyl)amino)-1,2,4-triazin-6-yl)-3-methylbenzo[d]oxazol-2(3H)-one